3-(2-Vinylphenoxy)benzoyl chloride C(=C)C1=C(OC=2C=C(C(=O)Cl)C=CC2)C=CC=C1